C(#N)C1=C(SC2=C1C(=CC(=C2F)F)B2OCC(CO2)(C)C)NC(OC(C)(C)C)=O tert-butyl N-[3-cyano-4-(5,5-dimethyl-1,3,2-dioxaborinan-2-yl)-6,7-difluoro-1-benzothiophen-2-yl]carbamate